FC=1C=C(C=CC1)[C@@H]1NCCC1 (2R)-2-(3-fluorophenyl)pyrrolidin